(1R,2S,5S)-N-[cyano(2,6-naphthyridin-4-yl)methyl]-3-[(2S)-3,3-dimethyl-2-(tetrahydrofuran-3-carbonylamino)butanoyl]-6,6-dimethyl-3-azabicyclo[3.1.0]hexane-2-carboxamide C(#N)C(NC(=O)[C@@H]1[C@H]2C([C@H]2CN1C([C@H](C(C)(C)C)NC(=O)C1COCC1)=O)(C)C)C1=CN=CC2=CC=NC=C12